COC(=O)C=1C(=NC=C(C1)OCC1(CC1)NC(=O)OC(C)(C)C)Cl.ClC1=C(OCC(=O)NC2=C3C=NN(C3=CC=C2)C)C=CC(=C1Cl)C(C(CC)=C)=O 2-(2,3-dichloro-4-(2-methylenebutyryl)phenoxy)-N-(1-methyl-1H-indazol-4-yl)acetamide methyl-5-[[1-(tert-butoxycarbonylamino)cyclopropyl]methoxy]-2-chloro-pyridine-3-carboxylate